5-(3-((tert-butyldimethylsilyl)oxy)propyl)-6-methyl-1-(tetrahydro-2H-pyran-2-yl)-4-(4,4,5,5-tetramethyl-1,3,2-dioxaborolan-2-yl)-1H-indazole [Si](C)(C)(C(C)(C)C)OCCCC=1C(=C2C=NN(C2=CC1C)C1OCCCC1)B1OC(C(O1)(C)C)(C)C